tert-butyl 4-((6-(2-amino-6-(methoxycarbonyl)pyridin-3-yl)-2,2-difluoro-7-azaspiro[3.5]nonan-7-yl)methyl)-5-methoxy-7-methylindole-1-carboxylate NC1=NC(=CC=C1C1CC2(CC(C2)(F)F)CCN1CC1=C2C=CN(C2=C(C=C1OC)C)C(=O)OC(C)(C)C)C(=O)OC